BrC1=CC(=C(C(=O)NC2=NC(=NC(=C2)C)N2CCC(CC2)(F)F)C=C1)N1CCC2(CC2)CC1 4-Bromo-N-(2-(4,4-difluoropiperidin-1-yl)-6-methylpyrimidin-4-yl)-2-(6-azaspiro[2.5]octan-6-yl)benzamide